[Si](C)(C)(C(C)(C)C)OC1C(COC1)NC=1C=C(C#N)C=C(C1)C 3-((4-((tert-butyldimethylsilyl)oxy)tetrahydrofuran-3-yl)amino)-5-methylbenzonitrile